(3S,4S)-3-methyl-2-oxo-8-azaspiro[4.5]decan-4-amine hydrochloride Cl.C[C@@H]1C(CC2([C@H]1N)CCNCC2)=O